FC1(C(N(C2=C(O1)C=C(C(=C2)C2=C(C(=C(C(=C2F)F)F)F)F)F)CC(=O)N2[C@H](CCC2)C(=O)O)=O)F (2-(2,2,7-trifluoro-3-oxo-6-(perfluorophenyl)-2,3-dihydro-4H-benzo[b][1,4]oxazin-4-yl)acetyl)-D-proline